C(=O)(O)C1=C(C=C(C=C1)C1=C(C=CC=C1)C=1N=CNC1)NC(=O)C1=CC=C(C=C1)O 2-{[4-carboxy-2'-(1H-imidazol-4-yl)-[1,1'-biphenyl]-3-yl]carbamoyl}-5-hydroxybenzene